3-(7-chloro-5,6-dimethyl-9H-carbazol-3-yl)azetidine-1-carboxylic acid tert-butyl ester C(C)(C)(C)OC(=O)N1CC(C1)C=1C=CC=2NC3=CC(=C(C(=C3C2C1)C)C)Cl